OC1CCC(CC1)NC1=NC=C(C(=N1)NC1CCC(CC1)COC)C(=O)N 2-((1r,4r)-4-hydroxycyclohexylamino)-4-((1s,4s)-4-(methoxymethyl)cyclohexylamino)pyrimidine-5-carboxamide